N(C(=O)N)N1C(NCC1)=O ureido(tetrahydroimidazolone)